COCCN(CCC(C(=O)O)NC=1C2=C(N=CN1)N=CC=C2)CCCCC2=NC=1NCCCC1C=C2 4-((2-methoxyethyl)(4-(5,6,7,8-tetrahydro-1,8-naphthyridin-2-yl)butyl)amino)-2-(pyrido[2,3-d]pyrimidin-4-ylamino)butanoic acid